(2-iodoethoxy)-tertiary butyl-dimethyl-silane ICCO[Si](C)(C)C(C)(C)C